[13C](CCCCCCCCCC)(=O)O undecanoic acid-13C